4-(4-Benzylpiperazin-1-yl)-N-phenethylaniline C(C1=CC=CC=C1)N1CCN(CC1)C1=CC=C(NCCC2=CC=CC=C2)C=C1